tert-butyl ((3aR,5s,6aS)-octahydrocyclopenta[c]pyrrol-5-yl)carbamate C1NC[C@H]2[C@@H]1CC(C2)NC(OC(C)(C)C)=O